N1C=C(C2=CC=CC=C12)N1S(CCCC1)(=O)=O 2-(1H-indol-3-yl)thiazinan 1,1-dioxide